3-[(1R)-1-(5,7-difluoro-3-methyl-1-benzofuran-2-yl)-2,2,2-trifluoroethyl]-1-{4-[(1,3-dioxoisoindol-2-yl)methyl]-3-methylphenyl}urea FC=1C=C(C2=C(C(=C(O2)[C@H](C(F)(F)F)NC(NC2=CC(=C(C=C2)CN2C(C3=CC=CC=C3C2=O)=O)C)=O)C)C1)F